C(C)OC[C@]1(N2CCC(C1=O)(CC2)C)CO (1S,2R,4S)-2-(ethoxymethyl)-2-(hydroxymethyl)-4-methyl-quinuclidin-3-one